dichloromethaneOne ClC(=O)Cl